(S)-alpha-amino-gamma-butyrolactone N[C@@H]1C(=O)OCC1